diethyl-1,2-ethylenediamine C(C)NCCNCC